4-(Oxacyclohexan-4-yl)phenol O1CCC(CC1)C1=CC=C(C=C1)O